4-[2(R)-[(1S,3S,5S)-3,5-Dimethyl-2-oxocyclohexyl]-2-hydroxyethyl]piperidine-2,6-dione C[C@@H]1C([C@@H](C[C@H](C1)C)[C@@H](CC1CC(NC(C1)=O)=O)O)=O